ClC=1C(N(C(=CC1OC([2H])([2H])C1=NC=C(C=C1F)F)C)C1=CC(=NC=C1Cl)C1=CC=C2C(=N1)C(C(N2)=O)(C)C)=O (S)-5-(3,5'-dichloro-4-((3,5-difluoropyridin-2-yl)methoxy-d2)-6-methyl-2-oxo-2H-[1,4'-bipyridine]-2'-yl)-3,3-dimethyl-1,3-dihydro-2H-pyrrolo[3,2-b]Pyridin-2-one